(3s)-3-(4-bromo-benzyl)-5-methyl-1-oxa-5-azaspiro[5.5]undec-7,10-diene-4,9-dione BrC1=CC=C(C[C@H]2COC3(N(C2=O)C)C=CC(C=C3)=O)C=C1